methyl (S)-1-((3-bromo-4-fluorophenyl)sulfonyl)azetidine-2-carboxylate BrC=1C=C(C=CC1F)S(=O)(=O)N1[C@@H](CC1)C(=O)OC